NC=1C=2N(C=CN1)C(=NC2C)[C@@H](C)C=2C(=C(C(=O)NCC1=NC=CC=C1)C(=C(C2)Cl)F)OC(C)C (S)-3-(1-(8-amino-1-methylimidazo[1,5-a]pyrazin-3-yl)ethyl)-5-chloro-6-fluoro-2-isopropoxy-N-(pyridin-2-ylmethyl)benzamide